BrC=1C=C(C=C2C(NC(=NC12)N1CC2=CC=CC=C2C1)=O)C 8-bromo-2-(isoindolin-2-yl)-6-methylquinazolin-4(3H)-one